OCC[C-]1C=CC=C1.[CH-]1C=CC=C1.[Fe+2] HYDROXYETHYL-FERROCENE